3-deoxy-d-arabinose O=C[C@@H](O)C[C@H](O)CO